2-(dimethylamino)-3,4,5,6-tetrafluoro-N,N-dimethylbenzenesulfonamide CN(C1=C(C(=C(C(=C1F)F)F)F)S(=O)(=O)N(C)C)C